ClC=1C=CC(=C(C1)[C@H](CCN(C(OC(C)(C)C)=O)C)CCN1CCCCC1)OC tert-butyl (S)-(3-(5-chloro-2-methoxyphenyl)-5-(piperidin-1-yl)pentyl)(methyl)-carbamate